(R,E)-3-(4-chlorophenyl)-N'-((4-chlorophenyl)sulfonyl)-4-phenyl-N-((S)-2-sulfamoylpropyl)-4,5-dihydro-1H-pyrazole-1-carboximidamide ClC1=CC=C(C=C1)C1=NN(C[C@H]1C1=CC=CC=C1)/C(/NC[C@H](C)S(N)(=O)=O)=N/S(=O)(=O)C1=CC=C(C=C1)Cl